NC1=NC=2C=CC(=CC2C2=C1C(OC2)C)C(=O)N(C2CCCC1=C2C=C(O1)C=1C=NN(C1)C)C 4-amino-N,3-dimethyl-N-(2-(1-methyl-1H-pyrazol-4-yl)-4,5,6,7-tetrahydrobenzofuran-4-yl)-1,3-dihydrofuro[3,4-c]quinoline-8-carboxamide